2,2-difluoro-5-nitro-2,3-dihydrobenzofuran-3-ol FC1(OC2=C(C1O)C=C(C=C2)[N+](=O)[O-])F